2-(4-(6-((4-chloro-2-fluorobenzyl)oxy)pyridin-2-yl)-2,5-difluorobenzyl)-1-((2S,3S)-3-methoxybutan-2-yl)-1H-benzo[d]imidazole-6-carboxylic acid ClC1=CC(=C(COC2=CC=CC(=N2)C2=CC(=C(CC3=NC4=C(N3[C@@H](C)[C@H](C)OC)C=C(C=C4)C(=O)O)C=C2F)F)C=C1)F